Cl.Cl.N[C@@H](C(=O)N[C@@H](C(=O)N)CC(C)C)CC1=CC=CC=C1 (R)-2-((R)-2-amino-3-phenylpropionamido)-4-methylpentanamide dihydrochloride